NC[C@@H]1OC(N2[C@H]1COC1=C2C=CC(=C1)Br)=O cis-3-(Aminomethyl)-7-bromo-3a,4-dihydro-3H-oxazolo[4,3-c][1,4]benzoxazin-1-one